O1CCC(CC1)NC(=O)C1CNC1 N-(tetrahydro-2H-pyran-4-yl)azetidine-3-carboxamide